1-(4-(1-methyl-1H-pyrazol-3-yl)-2-(3-(trifluoromethyl)phenyl)-5,8-dihydropyrido[3,4-d]pyrimidin-7(6H)-yl)prop-2-en-1-one CN1N=C(C=C1)C=1C2=C(N=C(N1)C1=CC(=CC=C1)C(F)(F)F)CN(CC2)C(C=C)=O